4-{(3S,5aR,6R,7R,8aS)-7-hydroxy-6-[(1E,3R)-3-hydroxy-4-(3-methoxyphenoxy)-1-buten-1-yl]octahydro-2H-cyclopenta[b]oxepin-3-yl}butanoic acid O[C@H]1[C@@H]([C@@H]2[C@@H](OC[C@H](CC2)CCCC(=O)O)C1)\C=C\[C@H](COC1=CC(=CC=C1)OC)O